(1R,2R)-2-phenylcyclopropane-1-carboxylic acid C1(=CC=CC=C1)[C@H]1[C@@H](C1)C(=O)O